D(+)-Galacturonic acid O=C[C@H](O)[C@@H](O)[C@@H](O)[C@H](O)C(=O)O